2-oxa-6-azaspiro[3.3]heptane-6-carbonyl chloride C1OCC12CN(C2)C(=O)Cl